3-acetamido-1-[4-(cyanomethyl)-1-(2,2,2-trifluoroethyl)-4-piperidyl]pyrazole-4-carboxamide C(C)(=O)NC1=NN(C=C1C(=O)N)C1(CCN(CC1)CC(F)(F)F)CC#N